C12C(CC(C=C1)C2)COCC[N+](C)(C)C 2-(2-bicyclo[2.2.1]hept-5-enylmethoxy)ethyltrimethylammonium